Cl.C(C)(C)OC([C@H]([C@@H](C)O)N)=O (2S,3R)-2-amino-3-hydroxybutanoic acid isopropyl ester, hydrochloride